(Z)-1-(but-2-yne-1-oxy)-4-chlorobut-2-ene C(C#CC)OC\C=C/CCl